2-(4-(2-hydroxyethyl)-1H-1,2,3-triazol-1-yl)-6-(methoxycarbonyl)tetrahydro-2H-pyran-3,4,5-triyl triacetate C(C)(=O)OC1C(OC(C(C1OC(C)=O)OC(C)=O)C(=O)OC)N1N=NC(=C1)CCO